3-(4-(((1R,4R)-4-aminocyclohexyl)(3-(tetrahydro-4H-pyran-4-ylidene)propyl)amino)-1-oxoisoindolin-2-yl)piperidine-2,6-dione NC1CCC(CC1)N(C1=C2CN(C(C2=CC=C1)=O)C1C(NC(CC1)=O)=O)CCC=C1CCOCC1